OC1C(C(CCC1O)C(=O)O)C 3,4-dihydroxy-2-methylcyclohexane-1-carboxylic acid